O=C1NC(CCC1N1C(C2=CC=C(C=C2C1=O)NCCC=1C=C(C(=O)O)C=CC1)=O)=O 3-(2-((2-(2,6-dioxopiperidin-3-yl)-1,3-dioxoisoindolin-5-yl)amino)ethyl)benzoic acid